(5-(2-fluoro-4-(2-methylthiazol-4-yl)phenoxy)pyridin-2-yl)propanamide FC1=C(OC=2C=CC(=NC2)C(C(=O)N)C)C=CC(=C1)C=1N=C(SC1)C